[Br-].O1C(=NC2=C1C=CC=C2)/C=C/C2=CC(=C(C=C2OC)/C=C/C2=CC=[N+](C=C2)CCO)OCCCC 4-[(1E)-2-[4-[(1E)-2-(2-benzoxazolyl)vinyl]-2-butoxy-5-methoxyphenyl]vinyl]-1-(2-hydroxyethyl)pyridinium bromide